NC1=CC=C(C=C1)NC1=CC(=CC=C1C)NC1=CC=C(C=C1)N N,N'-di(p-aminophenyl)-6-methyl-m-phenylenediamine